COC1=CC=2N(C=C1)C(=CN2)C2=CC=NC=N2 6-{7-methoxyimidazo[1,2-a]pyridin-3-yl}pyrimidin